NC1=CC=C(C=N1)S(=O)(=O)NC1=NC(=C(C=C1)Cl)C1=C(C=CC=C1C)C 6-amino-N-(5-chloro-6-(2,6-dimethylphenyl)pyridin-2-yl)pyridine-3-sulfonamide